BrC1=CC2=C(C(=NO2)C2C(NC(CC2)=O)=O)C=C1F 3-(6-bromo-5-fluorobenzo[d]isoxazol-3-yl)piperidine-2,6-dione